(Z)-9-dodecen-yl acetate C(C)(=O)OCCCCCCCC\C=C/CC